N-((2S,3S)-1-(2-hydroxy-2-methyl-propanoyl)-2-((2,3',5'-trifluoro-biphenyl-3-yl)methyl)pyrrolidin-3-yl)ethanesulfonamide OC(C(=O)N1[C@H]([C@H](CC1)NS(=O)(=O)CC)CC=1C(=C(C=CC1)C1=CC(=CC(=C1)F)F)F)(C)C